C(#N)C1=CC2=C(N=C(N=C2)NC=2C=C3CCN(CC3=CC2)C(=O)OC(C)(C)C)N(C1=O)CCCOCC tert-butyl 6-((6-cyano-8-(3-ethoxypropyl)-7-oxo-7,8-dihydropyrido[2,3-d]pyrimidin-2-yl) amino)-3,4-dihydroisoquinoline-2(1H)-carboxylate